Cl.C(N)(=N)N1CCC(=CC1)C1=CC=C(C=C1)NC(=O)C1=CN=C(S1)N1CCN(CC1)C(N)=N 2-(4-carbamimidoyl-piperazin-1-yl)-thiazole-5-carboxylic acid [4-(1-carbamimidoyl-1,2,3,6-tetrahydro-pyridin-4-yl)-phenyl]-amide hydrochloride